(S)-N-(3-(2-(2-methylazetidin-1-yl)-6,7-dihydro-5H-cyclopenta[d]pyrimidin-4-yl)phenyl)methanesulfonamide C[C@@H]1N(CC1)C=1N=C(C2=C(N1)CCC2)C=2C=C(C=CC2)NS(=O)(=O)C